[Pd].C(C)C(CC)C1=C(C(=CC=C1)C(CC)CC)N1C(N(C(=C1Cl)Cl)C1=C(C=CC=C1C(CC)CC)C(CC)CC)=CC1=NC=CC(=C1Cl)Cl [1,3-bis[2,6-bis(1-ethylpropyl)phenyl]-4,5-dichloro-1,3-dihydro-2H-imidazole-2-ylidene]dichloro(2-methylpyridine) palladium